(S)-4-Fluoro-N-(1-(3-hydroxyazetidin-1-yl)pentan-2-yl)-N-methylbenzamide FC1=CC=C(C(=O)N(C)[C@H](CN2CC(C2)O)CCC)C=C1